methyl-N-(1-methylcyclopropyl)-5-(5,6,7,8-tetrahydro-1,7-naphthyridine-7-carbonyl)furo[2,3-d]pyrimidin-4-amine CC=1N=C(C2=C(N1)OC=C2C(=O)N2CCC=1C=CC=NC1C2)NC2(CC2)C